C1N(CC2C1CCC2)S(=O)(=O)N hexahydrocyclopenta[c]pyrrole-2(1H)-sulfonamide